2-(1-(3,4-Dimethoxyphenyl)vinyl)-10H-phenothiazine COC=1C=C(C=CC1OC)C(=C)C1=CC=2NC3=CC=CC=C3SC2C=C1